CC1=C(C(=O)NC(C)C2=CC(=NC3=CC=CC=C23)C2=CC3=C(N(N=N3)C)C=C2)C=CC=C1 2-methyl-N-{1-[2-(1-methyl-1H-benzotriazol-5-yl)quinolin-4-yl]ethyl}benzamide